2,2',2''-(10-benzyl-1,4,7,10-tetraazacyclododecane-1,4,7-triyl)triacetic Acid C(C1=CC=CC=C1)N1CCN(CCN(CCN(CC1)CC(=O)O)CC(=O)O)CC(=O)O